CC1C(=CC=CC1(NC(C1=NC=C(C=C1)CNC(CBr)=O)=O)NC(C1=NC=C(C=C1)CNC(CBr)=O)=O)C1=C(C=CC=C1)C N,N'-(2,2'-Dimethyl-[1,1'-biphenyl]-3,3-diyl)bis(5-((2-bromoacetamido)methyl)picolinamide)